4-[3-[(9-chloro-7-fluoro-[1,2,4]triazolo[4,3-a]quinazolin-5-yl)-(2,2-difluoroethyl)amino]-5-fluoro-phenyl]-2-methyl-but-3-yn-2-ol ClC=1C=C(C=C2C(=NC=3N(C12)C=NN3)N(C=3C=C(C=C(C3)F)C#CC(C)(O)C)CC(F)F)F